C(CCCCCCCCCCC)NC(OC1=NC2=CC(=CC=C2C=C1)OCCCCN1CCN(CC1)C1=CC=CC=2SC=CC21)=O 7-(4-(4-(benzo[b]thiophen-4-yl)piperazin-1-yl)butoxy)quinolin-2-yl dodecylcarbamate